[Mg+2].P(=O)([O-])([O-])[O-].P(=O)([O-])([O-])[O-].[Mg+2].[Mg+2] phosphate magnesium salt